(Z)-8-benzyl-6-(2-chloro-5-hydroxyphenyl)-2-(furan-2-ylmethylene)imidazo[1,2-a]pyrazin-3(2H)-one C(C1=CC=CC=C1)C=1C=2N(C=C(N1)C1=C(C=CC(=C1)O)Cl)C(/C(/N2)=C/C=2OC=CC2)=O